CC(C)(C)[S@](=O)N=CC=1C=NC=NC1 (S)-2-methyl-N-(pyrimidin-5-ylmethylidene)propane-2-sulfinamide